racemic-trans-N-(1,3-dimethylpiperidin-4-yl)-2,2-dimethyl-3-((3-(trifluoromethyl)pyridin-2-yl)oxy)propanamide CN1C[C@H]([C@@H](CC1)NC(C(COC1=NC=CC=C1C(F)(F)F)(C)C)=O)C |r|